COC1=NC2=CC=CC=C2C=C1C1=CN=C(N1)[C@H](CCCCCC(CC)=O)NC(=O)[C@H]1CC12CN(C2)C (S)-N-((S)-1-(5-(2-Methoxychinolin-3-yl)-1H-imidazol-2-yl)-7-oxononyl)-5-methyl-5-azaspiro[2.3]hexan-1-carboxamid